Ethyl 5-iodo-2-[methyl (5-methyl-6-{[(2Z)-3-{[2-(trimethylsilyl) ethoxy] methyl}-2,3-dihydro-1,3-benzothiazol-2-ylidene] amino} pyridazin-3-yl) amino]-1,3-thiazole-4-carboxylate IC1=C(N=C(S1)N(C=1N=NC(=C(C1)C)\N=C\1/SC2=C(N1COCC[Si](C)(C)C)C=CC=C2)C)C(=O)OCC